NC=1CC(=CC2=C(N1)C=C(C=C2)C2=CC(=CC=C2)S(=O)(=O)N2CC(C2)CO)C(=O)N(CCC)CCC 2-amino-8-(3-((3-(hydroxymethyl)azetidin-1-yl)sulfonyl)phenyl)-N,N-dipropyl-3H-benzo[b]azepine-4-carboxamide